C(CCCC)SCCNC(CCNC([C@@H](C(COP(OP(OC[C@@H]1[C@H]([C@H]([C@@H](O1)N1C=NC=2C(N)=NC=NC12)O)OP(=O)(O)O)(=O)O)(=O)O)(C)C)O)=O)=O amyl-CoA